rac-N,N-dimethyl-N'-[(3S,4R)-7-methyl-4-({[(1s,4S)-4-(4-methylphenyl)cyclohexyl]oxy}methyl)-6-oxo-1,3,4,6-tetrahydro-2H-quinolizin-3-yl]sulfuric diamide CN(S(N[C@H]1CCC2=CC=C(C(N2[C@H]1COC1CCC(CC1)C1=CC=C(C=C1)C)=O)C)(=O)=O)C |r|